C1(=CC=CC=C1)C(=CC1=C(C(=C(C(=C1F)F)Cl)F)F)C1=CC=CC=C1 1-(2,2-Diphenylvinyl)-4-chloro-2,3,5,6-tetrafluorobenzene